C(C1=CC=CC=C1)OC(=O)N1CC(C1)OC(CCNC(=O)OC(C)(C)C)=O 3-((3-((T-Butoxycarbonyl)amino)propionyl)oxy)azetidine-1-carboxylic acid benzyl ester